FC1=C(C=CC=C1)C1=C(C(=NC=C1)C1CC(C1)C(F)(F)F)NC(=O)C=1C=NC(=NC1)C(C)C N-(4-(2-fluorophenyl)-2-(3-(trifluoromethyl)cyclobutyl)pyridin-3-yl)-2-isopropylpyrimidine-5-carboxamide